CC1N(CCOC1)C1=C2N=C(N(C2=NC(=N1)C1=NN(C=C1)C1=CC=CC=C1)C)C1=CC=NC=C1 3-methyl-4-(9-methyl-2-(1-phenyl-1H-pyrazol-3-yl)-8-(pyridin-4-yl)-9H-purin-6-yl)morpholine